C(C)OC(C[C@@H]1CN(C[C@H](C1)C1=CC=C(C=C1)N=[N+]=[N-])CC1=CC=C(C=C1)C#C)=O trans-2-(5-(4-azidophenyl)-1-(4-ethynylbenzyl)piperidin-3-yl)acetic acid ethyl ester